pentaerythritol tetrakis(β-(3,5-di-tert-butyl-4-hydroxyphenyl) propionate) C(C)(C)(C)C=1C=C(C=C(C1O)C(C)(C)C)CCC(=O)OCC(COC(CCC1=CC(=C(C(=C1)C(C)(C)C)O)C(C)(C)C)=O)(COC(CCC1=CC(=C(C(=C1)C(C)(C)C)O)C(C)(C)C)=O)COC(CCC1=CC(=C(C(=C1)C(C)(C)C)O)C(C)(C)C)=O